C1(CC1)S(=O)(=O)N1CC2=C(CC1)C=C(S2)C2=NOC(=N2)C(F)(F)F 3-(6-(cyclopropylsulfonyl)-4,5,6,7-tetrahydrothieno[2,3-c]pyridin-2-yl)-5-(trifluoromethyl)-1,2,4-oxadiazole